tert-butyl N-[3-[3-[[2-(3-cyanophenyl)-1-thiazol-2-yl-ethyl]sulfamoyl]anilino]-3-oxo-propyl]carbamate C(#N)C=1C=C(C=CC1)CC(C=1SC=CN1)NS(=O)(=O)C=1C=C(NC(CCNC(OC(C)(C)C)=O)=O)C=CC1